O1CO[C@@H](C1)C1CCN(CC1)S(=O)(=O)C=1C=CC(=C(C1)C=1NC(C2=C(N1)C(=C(N2C)CO)CCC)=O)OCCC (R)-2-(5-((4-(1,3-dioxolan-4-yl)piperidin-1-yl)sulfonyl)-2-propoxyphenyl)-6-(hydroxymethyl)-5-methyl-7-propyl-3,5-dihydro-4H-pyrrolo[3,2-d]pyrimidin-4-one